ClC=1C=CC2=C([C@@H](C[C@@H](O2)C(=O)NC23CC(C2)(C3)OC=3SC=C(N3)[C@@H]3C[C@@H](C3)OC(F)(F)F)O)C1 (2R,4R)-6-chloro-4-hydroxy-N-[3-({4-[cis-3-(trifluoromethoxy)cyclobutyl]-1,3-thiazol-2-yl}oxy)bicyclo[1.1.1]pent-1-yl]-3,4-dihydro-2H-1-benzopyran-2-carboxamide